O[C@@H](C)C=1N(C=CN1)CC1=NOC(=C1)C1=CC=C(C=C1)C#CC1=CC=C(C=C1)CCC(=O)OC Methyl (S)-3-(4-((4-(3-((2-(1-hydroxyethyl)-1H-imidazol-1-yl)methyl)isoxazol-5-yl)phenyl)ethynyl)phenyl)propanoate